4-(2-(difluoromethoxy)-6-fluorophenyl)-N-(5-((5-methoxypyridin-2-yl)methoxy)-1,3,4-thiadiazol-2-yl)-6-methylnicotinamide FC(OC1=C(C(=CC=C1)F)C1=CC(=NC=C1C(=O)NC=1SC(=NN1)OCC1=NC=C(C=C1)OC)C)F